methyl-(S)-2-(hydroxymethyl)-3-(oxetan-2-ylmethyl)-7,8-dihydro-3H-[1,4]dioxino[2',3':3,4]benzo[1,2-d]imidazole CC1=CC2=C(C3=C1N(C(=N3)CO)C[C@H]3OCC3)OCCO2